silicon dichlorodimethylsilane Cl[Si](C)(C)Cl.[Si]